C(C)N(C(C=CC1=CC=C(C=C1)OC)=O)CCSC N-ethyl-3-(4-methoxyphenyl)-N-(2-methylsulfanylethyl)prop-2-enamide